Z-tetrahydro-6-(2-pentenyl)-2H-pyran-2-one C(\C=C/CC)C1CCCC(O1)=O